(1R,2S)-2-hydroxycyclohexyl-2-isopropoxybenzamide O[C@@H]1[C@H](CCCC1)C=1C(=C(C(=O)N)C=CC1)OC(C)C